4-chloro-N-(3-{1-ethyl-4-[(4-methylpiperazin-1-yl)methyl]-1H-indol-2-yl}prop-2-yn-1-yl)aniline ClC1=CC=C(NCC#CC=2N(C3=CC=CC(=C3C2)CN2CCN(CC2)C)CC)C=C1